FC1=CC=C(C=N1)C=1C=C(C=CC1)C(C)NC(=O)[C@@H]1C(C1)C1=CC(=CC=C1)F (S)-2-(3-fluoro-phenyl)-cyclopropanecarboxylic acid {1-[3-(6-fluoro-pyridin-3-yl)-phenyl]-ethyl}-amide